NC1=C(C=C2N=C(C=NC2=C1)C(F)(F)F)C(=O)OC methyl 7-amino-3-(trifluoromethyl)quinoxaline-6-carboxylate